2-bromo-3-{[(2R)-4-{[tert-butyl(dimethyl)silyl]oxy}butan-2-yl]oxy}pyridine BrC1=NC=CC=C1O[C@H](C)CCO[Si](C)(C)C(C)(C)C